6-Bromo-2,3-dihydro-1H-pyrrolo[3,2-c]pyridine BrC1=CC2=C(C=N1)CCN2